FC1(C[C@H](NC1)C1=CC=C(C=C1)F)F (S)-4,4-difluoro-2-(4-fluorophenyl)pyrrolidine